4-[[(1R)-1-[3-(difluoromethyl)-2-fluoro-phenyl]ethyl]amino]-2,8-dimethyl-6-(oxetan-3-yl)pyrido[2,3-d]pyrimidin-7-one FC(C=1C(=C(C=CC1)[C@@H](C)NC=1C2=C(N=C(N1)C)N(C(C(=C2)C2COC2)=O)C)F)F